4,4,5,5-tetramethyl-2-(4-(pent-1-yn-1-yl)phenyl)-1,3,2-dioxaborolan CC1(OB(OC1(C)C)C1=CC=C(C=C1)C#CCCC)C